C(=O)(OC(C)(C)C)N1C2CC(CC1C2)=O 6-Boc-3-oxo-6-azabicyclo[3.1.1]Heptane